CC(C)S(=O)O Propane-2-Sulfinic Acid